2-Methyl-N-{2-oxo-2-[(2-oxo-spiro[1H-indole-3,4'-oxane]-6-yl)amino]-1-(1,2,3,4-tetrahydro-naphthalen-1-yl)ethyl}pyrazole-3-carboxamide CN1N=CC=C1C(=O)NC(C(NC1=CC=C2C(=C1)NC(C21CCOCC1)=O)=O)C1CCCC2=CC=CC=C12